2-(4-trifluoromethoxyphenyl)-2-(4,4-bis(4-methoxyphenyl)-1,3-butadienyl)-1,3-dithiane FC(OC1=CC=C(C=C1)C1(SCCCS1)C=CC=C(C1=CC=C(C=C1)OC)C1=CC=C(C=C1)OC)(F)F